2-(2-(chloromethyl)-5-methylphenyl)naphthalene ClCC1=C(C=C(C=C1)C)C1=CC2=CC=CC=C2C=C1